N1C(C=CC2=CC=CC(=C12)S(=O)(=O)N)=O quinolone-8-sulfonamide